dimethyl-4,5-dihydrothiazole-4-carboxylic acid mono-hydrochloride Cl.CC1(C(N=CS1)C(=O)O)C